CC1CS(C(CN1C(=O)[O-])C1=CC=NC=2N1N=C(C2)[C@@H]2CC[C@H](CC2)C(F)(F)F)=O 5-methyl-2-[(trans-4-(trifluoromethyl)cyclohexyl)pyrazolo[1,5-a]pyrimidin-7-yl]-1-oxo-1λ4-thiomorpholine-4-carboxylate